2-(5-Fluoro-2-(methoxymethoxy)phenyl)-2-(6-(4-(1-methylpiperidin-4-yl)phenyl)-4-oxo-2H-benzo[e][1,3]oxazin-3(4H)-yl)acetic acid methyl ester COC(C(N1COC2=C(C1=O)C=C(C=C2)C2=CC=C(C=C2)C2CCN(CC2)C)C2=C(C=CC(=C2)F)OCOC)=O